CC1=C(C(=CC=C1)C)N1C(=NC2=CC(=C(C=C2C1=O)/C=C/C(=O)NO)C)C (E)-3-(3-(2,6-dimethylphenyl)-2,7-dimethyl-4-oxo-3,4-dihydroquinazolin-6-yl)-N-hydroxyacrylamide